C(#N)C(CCC(=O)O)(C)SC(=O)SCCCCCCCCCCCC 4-cyano-4-((dodecyl-thio)carbonyl-thio)valeric acid